4-(2-acryloyl-1,2,3,4-tetrahydroisoquinolin-5-yl)-2,3,5-trimethyl-1H-pyrrolo[2,3-c]pyridine-7-carboxamide C(C=C)(=O)N1CC2=CC=CC(=C2CC1)C1=C2C(=C(N=C1C)C(=O)N)NC(=C2C)C